4,5-dichloro-2-[2-(deutero)methoxy-4-(trifluoromethoxy)phenoxy]-N-(pyrimidin-5-yl)benzamide ClC1=CC(=C(C(=O)NC=2C=NC=NC2)C=C1Cl)OC1=C(C=C(C=C1)OC(F)(F)F)OC[2H]